2-Pyrazol-1-yl-thiazole N1(N=CC=C1)C=1SC=CN1